N-(3-amino-4-methoxyphenyl)-N-methyl-4-trifluoromethylquinolin-2-amine NC=1C=C(C=CC1OC)N(C1=NC2=CC=CC=C2C(=C1)C(F)(F)F)C